4,4-bis(decyloxy)butanoic acid C(CCCCCCCCC)OC(CCC(=O)O)OCCCCCCCCCC